[N+](=O)([O-])C([N+](=O)[O-])[N+](=O)[O-] trisnitromethane